COC1=CC=C(C=C1)C(OC[C@@H](CN)O[Si](C)(C)C(C)(C)C)(C1=CC=CC=C1)C1=CC=C(C=C1)OC (R)-3-(bis(4-methoxyphenyl)(phenyl)methoxy)-2-(tert-butyldimethylsilyloxy)propan-1-amine